C(C)(CC)O[Si](O[Si](C)(C)OC(C)CC)(C)C 1,3-di-sec-butoxy-1,1,3,3-tetramethyldisiloxane